The molecule is a branched amino tetrasaccharide comprising a beta-D-galactosyl-(1->4)-N-acetyl-beta-D-glucosamine disaccharide, to the galactosyl residue of which are (1->3)- and (1->6)-linked two N-acetyl-beta-D-glucosamine residues. It has a role as an epitope. It is an amino tetrasaccharide and a glucosamine oligosaccharide. CC(=O)N[C@@H]1[C@H]([C@@H]([C@H](O[C@H]1O)CO)O[C@H]2[C@@H]([C@H]([C@H]([C@H](O2)CO[C@H]3[C@@H]([C@H]([C@@H]([C@H](O3)CO)O)O)NC(=O)C)O)O[C@H]4[C@@H]([C@H]([C@@H]([C@H](O4)CO)O)O)NC(=O)C)O)O